(3aR,7aR)-octahydro-2-[1-imino-2-(2-methoxyphenyl)ethyl]-7,7-diphenyl-4H-isoindole N=C(CC1=C(C=CC=C1)OC)N1C[C@H]2C(CCC[C@H]2C1)(C1=CC=CC=C1)C1=CC=CC=C1